C(C1=CC=CC=C1)OC(N[C@H]1[C@@H](N(C(C1)=O)C=1C=C2C=NN(C2=CC1)C1=CC=C(C=C1)F)C1=CC=CC=C1)=O trans-{1-[1-(4-Fluoro-phenyl)-1H-indazol-5-yl]-5-oxo-2-phenyl-pyrrolidin-3-yl}-carbamic acid benzyl ester